C(#N)C=1C=C(C=C(C1C(=O)OC)OC)C=1CCN(CC1)C(=O)OC(C)(C)C tert-butyl 4-(3-cyano-5-methoxy-4-methoxycarbonyl-phenyl)-3,6-dihydro-2H-pyridine-1-carboxylate